ClC1=CC2=C(N=CN=C2NC2=C(C=C(C(=C2)C)OC2=CC3=C(N(N=N3)C)C=C2)F)C=N1 6-chloro-N-{2-fluoro-5-methyl-4-[(1-methyl-1,2,3-benzotriazol-5-yl)oxy]phenyl}pyrido[3,4-d]pyrimidin-4-amine